C(C)OC(CCCCCCC1=C(C=C(C(=C1)[N+](=O)[O-])C(C)=O)OC)=O 7-(4-acetyl-2-methoxy-5-nitrophenyl)heptanoic acid ethyl ester